C(CCCC)NC(O[C@@H]1[C@](O[C@H](C1)N1C2=NC(=NC(=C2N=C1)N)F)(CO)C#C)=O (2R,3S,5R)-5-(6-amino-2-fluoro-9H-purin-9-yl)-2-ethynyl-2-(hydroxymethyl)tetrahydrofuran-3-yl pentylcarbamate